C1(CC1)C1=C(C(=NO1)C1=C(C=CC=C1Cl)Cl)CO[C@@H]1[C@@H]2[C@H](N([C@H](C1)C2)C2=CC(=C(C(=O)OC(C)(C)C)C=C2)F)C |&1:18| tert-butyl 4-[(1S,3R,4S,SR)-5-[[5-cyclopropyl-3-(2,6-dichlorophenyl)-1,2-oxazol-4-yl]methoxy]-3-methyl-2-azabicyclo[2.2.1]heptan-2-yl]-2-fluorobenzoate